ClC1=C(C(=O)OC[C@@]2(O)[C@@H](O)[C@@H](O)[C@H](O)[C@H](O2)CO)C(=C(C=C1)Cl)OC 1-O-(2,5-dichloro-6-methoxybenzoyl)-α-D-glycero-D-lyxo-hept-2-ulopyranose